tert-butyl cis-3-methyl-1-((4-(trifluoromethyl)-1H-1,2,3-triazol-1-yl)methyl)-6-azabicyclo[3.1.1]heptane-6-carboxylate CC1CC2(N(C(C1)C2)C(=O)OC(C)(C)C)CN2N=NC(=C2)C(F)(F)F